5'-adenosine monophosphate C1=NC(=C2C(=N1)N(C=N2)[C@H]3[C@@H]([C@@H]([C@H](O3)COP(=O)(O)O)O)O)N